C(C)(C)C=1C=NN2C1N=C(C=C2NCC2=CC(=CC=C2)[N+](=O)[O-])C(C)O 1-(3-isopropyl-7-((3-nitrobenzyl)amino)pyrazolo[1,5-a]pyrimidin-5-yl)ethanol